C1(CC1)N1C=NC2=C1C(=C(C(=C2)C#CC2=NN(C(=C2C(=O)N)NC)[C@@H]2CN([C@H](C2)COC)C(C=C)=O)F)F 3-[2-(1-cyclopropyl-6,7-difluoro-1,3-benzodiazol-5-yl)ethynyl]-1-[(3s,5r)-5-(methoxymethyl)-1-(prop-2-enoyl)pyrrolidin-3-yl]-5-(methylamino)pyrazole-4-carboxamide